ClC1=C(C=NN1CCOC)NC1=NC=C(C(=N1)OCC1CCC(CC1)O)F 4-(((2-((5-chloro-1-(2-methoxyethyl)-1H-pyrazol-4-yl)amino)-5-fluoropyrimidin-4-yl)oxy)methyl)cyclohexan-1-ol